C(C=C)(=O)[O-].[Cu+2].[Li+].C(C=C)(=O)[O-].C(C=C)(=O)[O-] lithium copper acrylate salt